C12(CC3CC(CC(C1)C3)C2)C=2C(=CC(=C(C(=O)NCCC3=CC=C(C=C3)O)C2)OC)OC 5-adamantan-1-yl-N-[2-(4-hydroxyphenyl)-ethyl]-2,4-dimethoxy-benzoic acid amide